C1(CCCCC1)C=1C(=C(C=CC1)C1=C(C=C(C=C1C(C)C)C(C)C)C(C)C)C1CCCCC1 dicyclohexyl-[2',4',6'-tris(propan-2-yl)[1,1'-biphenyl]]